FC=1C=C2NC(C=3N(C2=C(C1C1=C2C=CNC2=CC=C1)OC)C(=NN3)C)(C)C 4-(7-fluoro-9-methoxy-1,4,4-trimethyl-5H-[1,2,4]triazolo[4,3-a]quinoxalin-8-yl)-1H-indole